CC(C)=CCN1CC[C@@]2(C)C3C=C(O)C=CC=3C[C@@H]1[C@H]2C (-)-Pentazocine